N-(5-(5-methoxybenzo[d]thiazol-2-yl)pyridin-3-yl)propanamide COC=1C=CC2=C(N=C(S2)C=2C=C(C=NC2)NC(CC)=O)C1